2-[tert-butoxycarbonyl(methyl)amino]-3-[3-(trifluoromethoxy)phenyl]propanoic acid C(C)(C)(C)OC(=O)N(C(C(=O)O)CC1=CC(=CC=C1)OC(F)(F)F)C